5-{3-[1-(2-methyl-phenyl)ethyl]-1,2,4-oxadiazol-5-yl}-1-(propan-2-yl)-1H-1,2,3-benzotriazole CC1=C(C=CC=C1)C(C)C1=NOC(=N1)C1=CC2=C(N(N=N2)C(C)C)C=C1